ClC1=C(C=C(N=N1)N[C@H]1CN(CCC1)CC(=O)N1CC(C1)O)C (R)-2-(3-((6-chloro-5-methylpyridazin-3-yl)amino)piperidin-1-yl)-1-(3-hydroxyazetidin-1-yl)ethan-1-one